N'-((Z)-2-hydroxybenzylidene)acethydrazide OC1=C(\C=N/NC(C)=O)C=CC=C1